2-methyl-3-sulfanyl-pentanol CC(CO)C(CC)S